ClC1=C(C=CC2=C1C(=NCC=1N2N=C(N1)C(=O)O)C1=C(C=CC(=C1)O)F)C(F)(F)F 7-chloro-6-(2-fluoro-5-hydroxy-phenyl)-8-(trifluoromethyl)-4H-[1,2,4]triazolo[1,5-a][1,4]benzodiazepine-2-Formic acid